O=C1NC(CCC1N1C(C2=CC=C(C=C2C1=O)N1CCN(CC1)CCCCCCO)=O)=O 2-(2,6-dioxopiperidin-3-yl)-5-(4-(6-hydroxyhexyl)piperazin-1-yl)isoindoline-1,3-dione